4-[3,5-difluoro-3'-hydroxy-2'-(2-methyl-propenyl)-biphenyl-4-yloxy]-butyric acid FC=1C=C(C=C(C1OCCCC(=O)O)F)C1=C(C(=CC=C1)O)C=C(C)C